2-(8-oxa-2,5-diazaspiro[3.5]nonan-2-yl)nicotinonitrile C1N(CC12NCCOC2)C2=C(C#N)C=CC=N2